phenyldiazonium tetrakis(perfluoronaphthyl)borate FC1=C(C2=C(C(=C(C(=C2C(=C1F)F)F)F)F)F)[B-](C1=C(C(=C(C2=C(C(=C(C(=C12)F)F)F)F)F)F)F)(C1=C(C(=C(C2=C(C(=C(C(=C12)F)F)F)F)F)F)F)C1=C(C(=C(C2=C(C(=C(C(=C12)F)F)F)F)F)F)F.C1(=CC=CC=C1)[N+]#N